CC(CCCCCCCCCCCCCCCBr)C 16-methylheptadec-1-yl bromide